(S)-2-(N-[4-amino-5-[6-(4-cyano-4-methyl-1-piperidyl)pyridine-3-carbonyl]thiazol-2-yl]-4-fluoro-anilino)propanamide NC=1N=C(SC1C(=O)C=1C=NC(=CC1)N1CCC(CC1)(C)C#N)N(C1=CC=C(C=C1)F)[C@H](C(=O)N)C